(4R,5S)-5-[(4R,5S)-5-carboxy-2,2-dimethyl-1,3-dioxolan-4-yl]-2,2-dimethyl-1,3-dioxolane-4-carboxylic acid C(=O)(O)[C@@H]1[C@H](OC(O1)(C)C)[C@H]1[C@@H](OC(O1)(C)C)C(=O)O